6-((2-(dimethylamino)ethyl)amino)-2-(4-methyl-1,4-diazepan-1-yl)-5H-benzo[4',5']thiazolo[3',2':1,6]pyrido[2,3-d]pyrimidin-5-one 2,2,2-trifluoroacetate FC(C(=O)O)(F)F.CN(CCNC=1C(C2=C(N=C(N=C2)N2CCN(CCC2)C)N2C1SC1=C2C=CC=C1)=O)C